methyl-dimethoxyphenoxysilane C[Si](OC1=CC=CC=C1)(OC)OC